CC1CC(C(C1C)C)C 2,3,4,5-tetramethylcyclopentane